FC1=C(C=C(C(=C1NC(=O)C1=CN=C2N1C=CC=C2)C)F)C2=NOC(=N2)[C@H]2CN(CCC2)C(=O)OC methyl (R)-3-(3-(2,5-difluoro-3-(imidazo[1,2-a]pyridine-3-carboxamido)-4-methylphenyl)-1,2,4-oxadiazol-5-yl)piperidine-1-carboxylate